methyl 6-((((3r,5r,7r)-adamantan-1-yl)methyl)carbamoyl)-3-(9-((4-(aminomethyl)-2,6-dimethylphenyl)carbamoyl)-4,5-dihydrobenzo[b]thieno[2,3-d]oxepin-8-yl)picolinate C12(CC3CC(CC(C1)C3)C2)CNC(=O)C2=CC=C(C(=N2)C(=O)OC)C=2C(=CC3=C(OCCC1=C3SC=C1)C2)C(NC2=C(C=C(C=C2C)CN)C)=O